15-(p-[123I]iodophenyl)-3(R,S)-methylpentadecanoic acid [123I]C1=CC=C(C=C1)CCCCCCCCCCCC[C@H](CC(=O)O)C |r|